CN(C1=CC=C2C=CC(OC2=C1)=O)C 7-di-methylaminocoumarin